[N+3].C(C=C)(=O)[O-].C(C=C)(=O)[O-].C(C=C)(=O)[O-] acrylate compound with nitrogen